C1(CC1)[C@H](C(=O)N[C@H]1CN(C[C@H]1C)C1=C2C=CC=NC2=C(C=C1)C(F)(F)F)O (2R)-2-cyclopropyl-2-hydroxy-N-[(3R,4R)-4-methyl-1-[8-(trifluoromethyl)quinolin-5-yl]pyrrolidin-3-yl]acetamide